3-(4-((5-chloro-4-((3-fluoro-1-methylazetidin-3-yl)methoxy)pyrimidin-2-yl)amino)-3-methyl-1H-pyrazol-1-yl)cyclobutane-1-carbonitrile ClC=1C(=NC(=NC1)NC=1C(=NN(C1)C1CC(C1)C#N)C)OCC1(CN(C1)C)F